5-(6-(trifluoromethyl)pyrazin-2-yl)pyridin-2-amine FC(C1=CN=CC(=N1)C=1C=CC(=NC1)N)(F)F